(3S)-3-[(R)-amino(phenyl)methyl]-N-ethyl-2,3-dihydro-1H-pyrido[2,3-b][1,4]oxazine-7-carboxamide N[C@@H]([C@@H]1CNC2=C(O1)N=CC(=C2)C(=O)NCC)C2=CC=CC=C2